C(C)(C)(C)OC(CN1CCC(CC1)N1CC(C1)C#CC=1C=C2C(N(C(C2=CC1)=O)C1C(NC(CC1)=O)=O)=O)=O 2-[4-[3-[2-[2-(2,6-dioxo-3-piperidinyl)-1,3-dioxo-isoindolin-5-yl]ethynyl]azetidin-1-yl]-1-piperidinyl]acetic acid tert-butyl ester